COC=1C(=C2C=CNC2=C(C1)C)CN1[C@H](C[C@@H](CC1)OCC(F)(F)F)C1=CC=C(C(=O)O)C=C1 4-((2R,4R)-1-((5-methoxy-7-methyl-1H-indol-4-yl)methyl)-4-(2,2,2-trifluoroethoxy)piperidin-2-yl)benzoic acid